(5S,8R)-methyl 5-fluoro-8-methoxy-5,6,7,8-tetrahydroquinoline-5-carboxylate F[C@@]1(C=2C=CC=NC2[C@@H](CC1)OC)C(=O)OC